2,5-bis((5-bromothiophen-2-yl)methylene)-3,6-bis((2-octyldodecyl)oxy)-2,5-dihydropyrazine BrC1=CC=C(S1)C=C1N=C(C(N=C1OCC(CCCCCCCCCC)CCCCCCCC)=CC=1SC(=CC1)Br)OCC(CCCCCCCCCC)CCCCCCCC